8-(4,4,5,5-tetramethyl-1,3,2-dioxaborolan-2-yl)-2H,3H,4H-pyrido[4,3-b][1,4]oxazine CC1(OB(OC1(C)C)C1=CN=CC2=C1OCCN2)C